CC1(N(CC2(CCC2)C1)S(=O)(=O)C1=CSC=C1)C 7,7-Dimethyl-6-(thiophen-3-ylsulfonyl)-6-azaspiro[3.4]octane